FC1=CC=C(C=C1)[C@@H]1N(CCC2=CC=CC=C12)C(=O)NC12CC(C1)(C2)N(C(OC(C)(C)C)=O)C tert-butyl (S)-(3-(1-(4-fluorophenyl)-1,2,3,4-tetrahydroisoquinoline-2-carboxamido)bicyclo[1.1.1]-pentan-1-yl)(methyl)carbamate